CC1NCCC2=CC=C(C=C12)OC1=CC=CC=C1 1-methyl-7-phenoxy-1,2,3,4-tetrahydroisoquinoline